5-fluoro-2-(5,6,7,8-tetrahydro-1,7-naphthyridin-3-yl)-2H-indazole-7-carboxamide FC1=CC2=CN(N=C2C(=C1)C(=O)N)C=1C=NC=2CNCCC2C1